tert-butyl((2,3-difluoro-6-(4,4,5,5-tetramethyl-1,3,2-dioxaborolan-2-yl)benzyl)oxy)dimethylsilane C(C)(C)(C)[Si](C)(C)OCC1=C(C(=CC=C1B1OC(C(O1)(C)C)(C)C)F)F